6-isopropyl-2-(6-(2-(methylsulfonyl)ethyl)-2,6-diazaspiro[3.3]Hept-2-yl)-4H-pyrrolo[3,2-d]Thiazole C(C)(C)C1=CNC2=C1N=C(S2)N2CC1(C2)CN(C1)CCS(=O)(=O)C